ClC=1C=NC2=CC=CC(=C2C1)N[C@@H]1CN(CC1)CC(=O)N1[C@@H](CCC1)C#N (2S)-1-[2-[(3S)-3-[(3-chloro-5-quinolinyl)amino]pyrrolidin-1-yl]acetyl]pyrrolidine-2-carbonitrile